Methyl-N-[(E,1S)-1-[[1-[[4-(2,4-difluorophenoxy)-5,6-difluoro-1H-benzimidazol-2-yl]methyl]-2-oxo-3-pyridyl]carbamoyl]-6-(dimethylamino)-6-oxo-hex-4-enyl]carbamat COC(N[C@@H](CC\C=C\C(=O)N(C)C)C(NC=1C(N(C=CC1)CC1=NC2=C(N1)C=C(C(=C2OC2=C(C=C(C=C2)F)F)F)F)=O)=O)=O